3-Amino-1-(4'H,6'H-spiro[cyclopropane-1,7'-pyrazolo[5,1-c][1,4]oxazin]-2'-yl)pyridin-2(1H)-one NC=1C(N(C=CC1)C1=NN2C(COCC23CC3)=C1)=O